N1C=NC2=C1C=CC=C2N2CC(CC2)NC 1-(1H-benzo[d]imidazol-4-yl)-N-methylpyrrolidin-3-amine